[I+].FC1=C(C(=CC=C1)F)C#CC1=CC=NC2=CC=CC=C12 4-((2,6-difluorophenyl)ethynyl)quinoline iodine (I)